C12(CC3CC(CC(C1)C3)C2)C2=CC(=C(C=C2)NC(C)=O)I N-(4-((3r,5r,7r)-adamantan-1-yl)-2-iodophenyl)acetamide